6-(5-methylthiazol-2-yl)-N-[[2-(trifluoromethyl)pyrimidin-5-yl]methyl]pyrido[2,3-d]pyrimidin-4-amine CC1=CN=C(S1)C1=CC2=C(N=CN=C2NCC=2C=NC(=NC2)C(F)(F)F)N=C1